1-[4-(benzylamino)-1-[2-(morpholin-4-yl)-2-oxoethyl]-1H-pyrrolo[2,3-b]pyridin-6-yl]-2-methyl-1H-indole-4-carboxamide C(C1=CC=CC=C1)NC1=C2C(=NC(=C1)N1C(=CC=3C(=CC=CC13)C(=O)N)C)N(C=C2)CC(=O)N2CCOCC2